OC1=C(C=C(C=C1C)PC1=CC(=C(C(=C1)C)O)C)C Bis(4-hydroxy-3,5-dimethylphenyl)phosphine